N1N=CC(=C1)OC=1C=C(CNCCCCOCCNC2=C3C=NNC3=CC(=C2)C=2C=C(N=NC2)O)C=C(C1)Cl 5-(4-((2-(4-((3-((1H-pyrazol-4-yl)oxy)-5-chlorobenzyl)amino)butoxy)ethyl)amino)-1H-indazol-6-yl)pyridazin-3-ol